FC(OC1=NN(C(=C1)C)C1=NC(=CC=C1C(C)O)N1C=NC2=C1C=C(C(=C2)NC=2N=NC(=CC2)C)OC2COC2)F 1-[2-[3-(difluoromethoxy)-5-methyl-pyrazol-1-yl]-6-[5-[(6-methylpyridazin-3-yl)amino]-6-(oxetan-3-yl-oxy)benzimidazol-1-yl]-3-pyridyl]ethanol